BrC=1C=C(C=C(C1)Cl)[C@@H]1CN(CCO1)S(=O)(=O)C1=C(C=CC=C1)[N+](=O)[O-] |r| racemic-2-(3-bromo-5-chloro-phenyl)-4-(2-nitrophenyl)sulfonylmorpholine